C(N)(=O)C(CNC1=C(C=CC2=CC=C(C=C12)C=1C=NC=CC1)C(=O)N)=C 1-[(2-carbamoyl-2-methylideneethyl)amino]-7-(pyridin-3-yl)naphthalene-2-carboxamide